C(C)OC([C@@H](N)CCCCN)=O Lysine-O-ethylester